(2R,4R)-6-chloro-4-hydroxy-N-(3-{4-[4-(2,2,2-trifluoroethyl)piperazin-1-yl]-1H-pyrazol-1-yl}bicyclo[1.1.1]pentan-1-yl)-3,4-dihydro-2H-1-benzopyran-2-carboxamide ClC=1C=CC2=C([C@@H](C[C@@H](O2)C(=O)NC23CC(C2)(C3)N3N=CC(=C3)N3CCN(CC3)CC(F)(F)F)O)C1